C(#N)C=1C=NN2C1C(=CC(=C2)C=2C=NN(C2)C)C2=NN(C(=C2)C(=O)NCC=2C=NC(=CC2)N2N=CC(=C2)F)CC2=CC=C(C=C2)OC 3-(3-cyano-6-(1-methyl-1H-pyrazol-4-yl)pyrazolo[1,5-a]pyridin-4-yl)-N-((6-(4-Fluoro-1H-pyrazol-1-yl)pyridin-3-yl)methyl)-1-(4-methoxybenzyl)-1H-pyrazol-5-carboxamide